(4-((3-chlorobenzyl)amino)-6-(3,5-dimethylisoxazol-4-yl)quinazolin-2-Yl)-N,N-dimethylpiperazine-1-carboxamide ClC=1C=C(CNC2=NC(=NC3=CC=C(C=C23)C=2C(=NOC2C)C)C2N(CCNC2)C(=O)N(C)C)C=CC1